tert-butyl (3R)-4-(2-((4-(3-(3-amino-6-(2-(methoxymethoxy)phenyl)pyridazin-4-yl)-3,8-diazabicyclo[3.2.1]octan-8-yl)pyridin-2-yl)oxy)ethyl)-3-methylpiperazine-1-carboxylate NC=1N=NC(=CC1N1CC2CCC(C1)N2C2=CC(=NC=C2)OCCN2[C@@H](CN(CC2)C(=O)OC(C)(C)C)C)C2=C(C=CC=C2)OCOC